rubidium cesium potassium [K].[Cs].[Rb]